3,7-dimethyl-octane-1-ol methyl-(2S)-2-(isoindoline-1-carbonylamino)-3-[(3S)-2-oxopyrrolidin-3-yl]propanoate C[C@@](C(=O)OCCC(CCCC(C)C)C)(C[C@H]1C(NCC1)=O)NC(=O)C1NCC2=CC=CC=C12